OC[C@H]1[C@@H](C1)CN1C(C=2C(C1=O)=CC=CC2)=O trans-N-{[2-(hydroxymethyl)cyclopropyl]methyl}phthalimide